ClC1=C(C=C(NCC#CC=2N(C3=CC=C(C=C3C2)CNC)CC)C=C1)F 4-Chloro-N-(3-{1-ethyl-5-[(methylamino)methyl]-1H-indol-2-yl}prop-2-yn-1-yl)-3-fluoroaniline